1-[(2R)-2-hydroxypropanoyl]-1,4lambda5-azaphosphinan-4-one O[C@@H](C(=O)N1CCP(CC1)=O)C